2-((4,5-dihydro-1H-imidazol-2-yl)methyl)-1'-((1s,4s)-4-isopropyl-cyclohexyl)-3-oxo-2,3-dihydro-1H-spiro[isoquinoline-4,4'-piperidine]-7-carbonitrile N1C(=NCC1)CN1CC2=CC(=CC=C2C2(CCN(CC2)C2CCC(CC2)C(C)C)C1=O)C#N